3,7-diethyl-3,7-di(methyl-d3)nonane-4,6-dione-5,5-d2 C(C)C(CC)(C(C(C(C(CC)(C([2H])([2H])[2H])CC)=O)([2H])[2H])=O)C([2H])([2H])[2H]